C(C)(=O)OC1=C2CCC(C2=CC=C1C1=NC(=C(C(=N1)NCC1=CC=C(C=C1)OC)C(=O)OCC)C)(C)C ethyl 2-(4-acetoxy-1,1-dimethyl-2,3-dihydro-1H-inden-5-yl)-4-((4-methoxybenzyl) amino)-6-methylpyrimidine-5-carboxylate